C(C)(C)(C)OC(=O)NC1=C(C=C(C=C1)B1OC(C)(C)C(C)(C)O1)OC(=O)OC(C)(C)C 4-((tert-Butoxycarbonyl)amino)-3-((tert-Butoxycarbonyl)oxy)phenylboronic acid pinacol ester